[N+](=O)([O-])C1=C(C=CC=C1)NC1CCC2(OCCO2)CC1 N-(2-nitrophenyl)-1,4-dioxaspiro[4.5]decan-8-amine